FC(C(=O)O)(F)F.ClC=1C2=C(C(=NC1)N)C(=NN2C(C)C)C2=NOC(=C2C2=NC=CC=C2)C 7-chloro-1-isopropyl-3-(5-methyl-4-(pyridin-2-yl)isoxazol-3-yl)-1H-pyrazolo[4,3-c]pyridin-4-amine 2,2,2-trifluoroacetate